2-amino-N-(cyclopropylmethyl)-3-methyl-N-((5-(trifluoromethyl)-2-pyridinyl)methyl)-6-quinolinecarboxamide NC1=NC2=CC=C(C=C2C=C1C)C(=O)N(CC1=NC=C(C=C1)C(F)(F)F)CC1CC1